CN(CCOCCC(=O)NC=1C=CC=C2C(=CC=NC12)C(=O)OCC)C ethyl 8-(3-(2-(dimethylamino)ethoxy)propanamido)quinoline-4-carboxylate